BrC1=CN=C2C(=NC(=NN21)NCCCC)N(CC2=CC=C(C=C2)OC)CC2=CC=C(C=C2)OC 7-bromo-N2-butyl-N4,N4-bis(4-methoxybenzyl)imidazo[2,1-f][1,2,4]triazine-2,4-diamine